C(CC)OP(=O)(CC(C(=O)OC(C)C)C)C1=CC=CC=C1 3-(propoxyphenylphosphinyl)-2-methyl-propionic acid, isopropyl ester